C(C)(C)(C)OC(=O)N1CCC(=CC1)N(CC1=CC=C(C=C1)OC)C(C1=C(C=C(C=C1)Cl)I)=O.COC1=CC=C(C=C1)S(=O)(=O)N(CCC1=NC=CC=C1)C1=CC=CC=C1 4-Methoxy-N-phenyl-N-[2-(pyridin-2-yl)ethyl]benzenesulfonamide Tert-butyl-4-[(4-chloro-2-iodo-benzoyl)-[(4-methoxyphenyl)methyl]amino]-3,6-dihydro-2H-pyridine-1-carboxylate